thienopyrone S1(C=CC2=C1C=CCO2)=O